BrC=1C(=C(N2C1C(=NC=C2)O)C)C2=CC=C(C=C2)[N+](=O)[O-] 8-bromo-6-methyl-7-(4-nitrophenyl)pyrrolo[1,2-a]pyrazin-1-ol